1-(4-aminobenzyl)piperidine-4-carbamate NC1=CC=C(CN2CCC(CC2)NC(=O)[O-])C=C1